[N+](=O)([O-])C=1C(=NC=C(C1)C(F)(F)F)NC=1C=C2CC[C@@H](C2=CC1)NC(C)=O N-[(1S)-5-{[3-nitro-5-(trifluoromethyl)pyridin-2-yl]amino}-2,3-dihydro-1H-inden-1-yl]acetamide